C(CCCCCCCCC#CC#CCCCCCCCCCC)OC[C@@H](OCCCCCCCCCC#CC#CCCCCCCCCCC)CO 1,2-bis(10,12-tricosanediynyl)-sn-glycerol